SCCC(CCS)CCS tris(2-mercaptoethyl)methane